1,1-Dioxidothietan-3-yl (7-fluoro-6-(8-methyl-2,3-dihydro-1H-pyrido[2,3-b][1,4]oxazin-7-yl)isoquinolin-3-yl)carbamate FC1=C(C=C2C=C(N=CC2=C1)NC(OC1CS(C1)(=O)=O)=O)C1=C(C2=C(OCCN2)N=C1)C